COC(NC1=CC=C(C=C1)NC(=O)[C@@H]1CN([C@H](O1)C(F)(F)F)C1=CC(=C(C=C1)C#N)C(F)(F)F)=O Methyl-(4-((2R,5S)-3-(4-cyano-3-(trifluoromethyl)phenyl)-2-(trifluoromethyl)oxazolidin-5-carboxamido)phenyl)carbamat